acetyl-2-fluoro-3-nitrobenzohydrazide C(C)(=O)C1=C(C(=C(C(=O)NN)C=C1)F)[N+](=O)[O-]